1-{3-[(4-chloro-2-fluorophenyl)methoxy]-4-fluorophenyl}piperazine TFA salt OC(=O)C(F)(F)F.ClC1=CC(=C(C=C1)COC=1C=C(C=CC1F)N1CCNCC1)F